(Z)-3-(tert-butyldimethylsilyloxy)-N'-hydroxycyclobutanecarboxamidine [Si](C)(C)(C(C)(C)C)OC1CC(C1)/C(=N/O)/N